FC(C(=O)O)(C)[C@@H]1CNCC1 2-fluoro-2-[(3S)-pyrrolidin-3-yl]propionic acid